N-((5-chloro-6-(5-(methoxy-d3)pyrazin-2-yl)-1H-indol-2-yl)methyl)acetamide ClC=1C=C2C=C(NC2=CC1C1=NC=C(N=C1)OC([2H])([2H])[2H])CNC(C)=O